C1(CC1)[C@@H](C)C1=C(C(=CC=C1)C(C)C)O 2-[(1R)-[1-cyclopropylethyl]]-6-isopropylphenol